C(C)OC(\C=C\C(NC1=CC(=NC(=C1)C)C)=O)=O (E)-3-(2,6-Dimethyl-pyridin-4-ylcarbamoyl)-acrylic acid ethyl ester